C(C1=CC=CC=C1)OC=1C(=NC=2N(C1Cl)N=CC2)C(=O)OCC Ethyl 6-(Benzyloxy)-7-chloropyrazolo[1,5-a]pyrimidine-5-carboxylate